C1=C(C=CC=2C3=CC=C(C=C3NC12)C=1C=C(C=C(C#N)C1)C#N)C=1C=C(C=C(C#N)C1)C#N 5,5'-(9H-carbazole-2,7-diyl)diisophthalonitrile